N-(6-amino-5-methyl-3-pyridyl)-2-[(2S,5R)-2-(4-fluorophenyl)-5-methyl-4-(2-methylpropanoyl)piperazin-1-yl]-2-oxo-acetamide NC1=C(C=C(C=N1)NC(C(=O)N1[C@H](CN([C@@H](C1)C)C(C(C)C)=O)C1=CC=C(C=C1)F)=O)C